2-[rac-(3S,4S)-1,3-dimethyl-4-piperidyl]-6-[rac-(3S)-3-methyl-2,3,4,5-tetrahydropyridin-6-yl]indazole CN1C[C@@H]([C@H](CC1)N1N=C2C=C(C=CC2=C1)C=1CC[C@@H](CN1)C)C |r|